N-((1R,2S,5R)-5-(tert-Butylamino)-2-((S)-3-((2-(3-(1,3-dioxoisoindolin-2-yl)propyl)-6-(trifluoromethyl)quinazolin-4-yl)amino)-2-oxopyrrolidin-1-yl)cyclohexyl)acetamide C(C)(C)(C)N[C@@H]1CC[C@@H]([C@@H](C1)NC(C)=O)N1C([C@H](CC1)NC1=NC(=NC2=CC=C(C=C12)C(F)(F)F)CCCN1C(C2=CC=CC=C2C1=O)=O)=O